4-(1-(ethylsulfonyl)-5-((4-fluorophenyl)amino)-1H-pyrrolo[3,2-B]pyridin-6-yl)-6-methyl-1,6-dihydro-7H-pyrrolo[2,3-c]pyridin-7-one C(C)S(=O)(=O)N1C=CC2=NC(=C(C=C21)C=2C1=C(C(N(C2)C)=O)NC=C1)NC1=CC=C(C=C1)F